7-(chloromethyl)-2H,3H,5H-furo[3,2-c]quinolin-4-one ClCC=1C=CC=2C3=C(C(NC2C1)=O)CCO3